[NH4+].[NH4+].P(=O)(O)(O)OCCCCC(=O)OC1=C2[C@H]3[C@H](C(OC2=CC(=C1)CCCCC)(C)C)CC=C(C3)C (6aR,10aR)-6,6,9-trimethyl-3-pentyl-6a,7,10,10a-tetrahydro-6H-benzo[c]chromen-1-yl 5-(phosphonooxy)pentanoate di-ammonium salt